C[N+]1=CSC2=C1C=CC=C2 3-methylbenzothiazol-3-ium